NC1=NC=C(C=N1)\C=C(/F)\C=1C=C(C(=O)N[C@@H]2[C@H](C[C@H](C2)OC(F)(F)F)O)C=CC1OC(F)F 3-[(1Z)-2-(2-aminopyrimidin-5-yl)-1-fluoroethenyl]-4-(difluoromethoxy)-N-[(1S,2S,4S)-2-hydroxy-4-(trifluoromethoxy)cyclopentyl]benzamide